OCCCNC(O[C@@H]1CC[C@H](CC1)C(N(C[C@@H]1CC[C@H](CC1)C1=CC(=C(C=C1)OC)C)C1=CC(=CC=C1)C=1C=NN(C1)C1CC1)=O)=O trans-4-((3-(1-Cyclopropyl-1H-pyrazol-4-yl)phenyl) ((trans-4-(4-methoxy-3-methylphenyl)cyclohexyl)methyl)carbamoyl)cyclohexyl (3-hydroxypropyl)-carbamate